cis-tert-butyl ((3-(4-(((3R,4R)-3-fluorotetrahydro-2H-pyran-4-yl)amino)-1-(2,2,2-trifluoroethyl)-1H-indol-2-yl)-1,2,4-oxadiazol-5-yl)methyl)carbamate F[C@H]1COCC[C@H]1NC1=C2C=C(N(C2=CC=C1)CC(F)(F)F)C1=NOC(=N1)CNC(OC(C)(C)C)=O